C1CC12CCN(CC2)C2=C(C(=O)NC=1C=C3C=C(C=NC3=C(C1)N1CCC(CC1)(F)F)C(=O)OCC)C=CC(=C2)I Ethyl 6-(2-{6-azaspiro[2.5]octane-6-yl}-4-iodobenzoylamino)-8-(4,4-difluoropiperidine-1-yl)quinoline-3-carboxylate